2,2-dimethyl-4-(2,2,7-trifluoro-3-oxo-6-(perfluorophenyl)-2,3-dihydro-4H-benzo[b][1,4]oxazin-4-yl)butanoic acid CC(C(=O)O)(CCN1C2=C(OC(C1=O)(F)F)C=C(C(=C2)C2=C(C(=C(C(=C2F)F)F)F)F)F)C